1-Tert-butyl N-[3-[[1-(2,6-dioxo-3-piperidyl)-3-methyl-2-oxo-benzimidazol-4-yl]prop-2-ynoxy] cyclobutyl]-N-methyl-carbamate O=C1NC(CCC1N1C(N(C2=C1C=CC=C2C#CCOC2CC(C2)N(C(OC(C)(C)C)=O)C)C)=O)=O